diphenyl-(2,4,6-trimethylphenyl)phosphine oxide C1(=CC=CC=C1)P(C1=C(C=C(C=C1C)C)C)(C1=CC=CC=C1)=O